CC(=CCCC(C)=O)CCCC(CCCC(C)C)C 6,10,14-trimethylpentadecan-5-en-2-one